5-(2-Bromoacetyl)-N-(4-(hydroxymethyl)-3-nitrophenyl)pentanoamide BrCC(=O)CCCCC(=O)NC1=CC(=C(C=C1)CO)[N+](=O)[O-]